Methyl 3-(1,4-dimethyl-1H-benzo[d][1,2,3]triazol-5-yl)-3-(3-((2,2-dimethyl-2,3-dihydro-[1,4]oxazepino[7,6-g]quinolin-4(5H)-yl) methyl)-4-methylphenyl)-2,2-dimethylpropionate CN1N=NC2=C1C=CC(=C2C)C(C(C(=O)OC)(C)C)C2=CC(=C(C=C2)C)CN2CC(OC1=CC=3C=CC=NC3C=C1C2)(C)C